ClC1=C(C=CC(=C1)F)CC(=O)NC1=CC(=NC=C1)CC(=O)NC1=CC(=C(C=C1)S(=O)(=O)C)Cl {4-[2-(2-chloro-4-fluorophenyl)acetylamino]pyridin-2-yl}-N-[3-chloro-4-(methylsulfonyl)phenyl]acetamide